C(C)(=O)NC=1C=C(C=CC1)C1=NC2=C(N1C(C(=O)NC1CCCCC1)C1CCCCC1)C=CC=C2 2-[2-(3-acetylamino-phenyl)-benzimidazol-1-yl]-2,N-dicyclohexyl-acetamide